(1's,3R,16'S,19's)-3'-fluoro-8',18'-dioxa-12'-azaspiro[morpholine-3,15'-tetracyclo[17.2.2.02,7.012,16]tricosane] FC1C2C3CCC(OC[C@@H]4[C@@]5(CCN4CCCOC2CCC1)NCCOC5)CC3